3-(3-(4-(aminomethyl)phenyl)-6-phenyl-3H-imidazo[4,5-b]pyridin-2-yl)pyridin-2-amine NCC1=CC=C(C=C1)N1C(=NC=2C1=NC=C(C2)C2=CC=CC=C2)C=2C(=NC=CC2)N